The molecule is a metallic element predicted as eka-aluminium by Mendeleev in 1870 and discovered by Paul-Emile Lecoq de Boisbaudran in 1875. Named in honour of France (Latin Gallia) and perhaps also from the Latin gallus cock, a translation of Lecoq. [Ga]